N([N+](=O)[O-])([N+](=O)[O-])[N+](=O)[O-] trinitramide